1,1-dichloro-2-phenyl-cyclopropane ClC1(C(C1)C1=CC=CC=C1)Cl